2-ethyl-N-(2-ethylhexyl)-N-((5-(p-tolyl)-2H-tetrazol-2-yl)methyl)hexan-1-amine C(C)C(CN(CN1N=C(N=N1)C1=CC=C(C=C1)C)CC(CCCC)CC)CCCC